tert-butyl (2-(2-((4-((3-(2,3-difluoro-4-methoxyphenyl) imidazo[1,2-a]pyrazin-8-yl)amino)-2-methylphenyl) sulfonamido)ethoxy) ethyl)carbamate FC1=C(C=CC(=C1F)OC)C1=CN=C2N1C=CN=C2NC2=CC(=C(C=C2)S(=O)(=O)NCCOCCNC(OC(C)(C)C)=O)C